C1(CC1)C1=C(C=NN1C=1C(=NC=CC1)OC)[N+](=O)[O-] 5-cyclopropyl-1-(2-methoxypyridin-3-yl)-4-nitro-1H-pyrazol